24,25,26,26-tetramethyl-5α-cholest-23E-en-2β,3α,6α-triol C/C(/C(C(C)C)(C)C)=C\C[C@@H](C)[C@H]1CC[C@H]2[C@@H]3C[C@@H]([C@H]4C[C@@H]([C@H](C[C@]4(C)[C@H]3CC[C@]12C)O)O)O